[Mn](=O)(=O)(=O)[O-].[K+].CO methyl alcohol potassium permanganate